tert-butyl (2-(2-((3-(2-(2,6-dioxopiperidin-3-yl)-1,3-dioxoisoindolin-4-yl)prop-2-yn-1-yl)oxy)ethoxy)ethyl)carbamate O=C1NC(CCC1N1C(C2=CC=CC(=C2C1=O)C#CCOCCOCCNC(OC(C)(C)C)=O)=O)=O